NC1=C(C=C2C(C=C(OC2=C1NS(O)(=O)=O)C1=CC=C(C=C1)S(=O)(=O)C)=O)F (7-amino-6-fluoro-2-(4-(methylsulfonyl)phenyl)-4-oxo-4H-chromen-8-yl)sulfamic acid